C(C1=CC=CC=C1)C1N(CCNC1)CCCCC1=C(C(=NC=C1)C(=O)[O-])O 4-(4-(Benzylpiperazin-1-yl) butyl)-3-hydroxypicolinate